2-[1-[2-[2-(Dimethylamino)thiazol-5-yl]-3,6-dimethyl-4-oxo-chromen-8-yl]ethylamino]benzoic acid CN(C=1SC(=CN1)C=1OC2=C(C=C(C=C2C(C1C)=O)C)C(C)NC1=C(C(=O)O)C=CC=C1)C